C(C)(=O)OCCC\C=C/CCI (4Z)-7-iodo-4-heptenyl acetate